zinc-ytterbium [Yb].[Zn]